2-[4-[[3-Chloro-5-(trifluoromethyl)-2-pyridinyl]oxy]phenoxy]propionic acid ClC=1C(=NC=C(C1)C(F)(F)F)OC1=CC=C(OC(C(=O)O)C)C=C1